Cl.C(C1=CC=CC=C1)N[C@@H](C)C1=CC=CC2=CC=CC=C12 (S)-N-benzyl-1-(1-naphthyl)ethylamine hydrochloride